C(C)C1=NOC(=C1C1(NC=NC(=C1C(F)(F)F)F)OC)C 4-(3-ethyl-5-methylisoxazolyl)-6-fluoro-4-methoxy-5-(trifluoromethyl)pyrimidine